CC=1C=C(C(=O)O)C=CC1C(N[C@H](C)C1=CC(=NC2=CC=CC=C12)C=1C=NN(C1)C)=O (R)-3-meth-yl-4-((1-(2-(1-methyl-1H-pyrazol-4-yl)quinolin-4-yl)ethyl)carbamoyl)benzoic acid